N-maleimidopropionic acid hydrazide C1(C=CC(N1N(N)C(CC)=O)=O)=O